tert-butyl 4-[2-(2,6-dioxopiperidin-3-yl)-1-oxo-3H-isoindol-5-yl]-3,6-dihydro-2H-pyridine-1-carboxylate O=C1NC(CCC1N1C(C2=CC=C(C=C2C1)C=1CCN(CC1)C(=O)OC(C)(C)C)=O)=O